Ethyl 2-(2-(((benzyloxy)carbonyl)amino)ethoxy)benzoate Ethyl-salicylate C(C)OC=1C(C(=O)O)=CC=CC1.C(C1=CC=CC=C1)OC(=O)NCCOC1=C(C(=O)OCC)C=CC=C1